N-(2,4-Dimethyl-5-oxo-5,6,7,8-tetrahydro-4H-pyrazolo[1,5-a][1,3]diazepin-6-yl)-1-(3,3,3-trifluoropropyl)-1H-1,2,4-triazol-3-carboxamid CC1=NN2C(N(C(C(CC2)NC(=O)C2=NN(C=N2)CCC(F)(F)F)=O)C)=C1